(4-((6-ethynyl-8-((1R,2R)-2-hydroxy-2-methylcyclopentyl)-7-oxo-7,8-dihydropyrido[2,3-d]pyrimidin-2-yl)amino)phenyl)-N-methyl-methanesulfonamide C(#C)C1=CC2=C(N=C(N=C2)NC2=CC=C(C=C2)CS(=O)(=O)NC)N(C1=O)[C@H]1[C@](CCC1)(C)O